C(C)(C)[Si](C(C)C)(C(C)C)C#CC1=CC=C(C2=CC=CC=C12)C#C[Si](C(C)C)(C(C)C)C(C)C 1,4-bis((triisopropylsilyl)ethynyl)naphthalene